N-((3R,4S)-4-((6-(2,6-dichloro-3,5-dimethoxyphenyl)-8-methylpyrido[3,4-d]pyrimidin-2-yl)amino)tetrahydrofuran-3-yl)acrylamide ClC1=C(C(=C(C=C1OC)OC)Cl)C1=CC2=C(N=C(N=C2)N[C@H]2[C@H](COC2)NC(C=C)=O)C(=N1)C